2-(8-Bromo-1-tosyl-2,3-dihydro-1H-benzo[b]azepin-4-yl)-5-methyloxazole BrC=1C=CC2=C(N(CCC(=C2)C=2OC(=CN2)C)S(=O)(=O)C2=CC=C(C)C=C2)C1